(4-Bromo-2,6-dimethylphenyl)methanol BrC1=CC(=C(C(=C1)C)CO)C